C(C)(C)(C)C=1C=C(C=C(C1)C(C)(C)C)P(C1=C(C2=CC=CC=C2C=C1)C1=C(C=CC2=CC=CC=C12)P(C1=CC(=CC(=C1)C(C)(C)C)C(C)(C)C)C1=CC(=CC(=C1)C(C)(C)C)C(C)(C)C)C1=CC(=CC(=C1)C(C)(C)C)C(C)(C)C 2,2'-bis[bis(3,5-di-tert-butylphenyl)phosphino]-1,1'-binaphthyl